N1(CCOCC1)CC(C)=O morpholinyl-propanone